BrC=1C(=NC=C(N1)C#CCOC1OCCCC1)O 3-bromo-5-(3-(oxan-2-yloxy)prop-1-yn-1-yl)pyrazin-2-ol